N,N-bis(trimethylsilyl)-aminoethyltrimethoxysilane C[Si](N([Si](C)(C)C)CC[Si](OC)(OC)OC)(C)C